CC1(C(C2(CCC1)C(=CC(CC2)C)C)=O)C 2,2,7,9-tetramethylspiro[5.5]undec-7-en-1-one